C(C)N1C(=[N+](C=C1C)C)CC 1,2-diethyl-3,5-dimethyl-imidazolium